C1(CCCCC1)P(C1(C(=C(C=CC1)OC(C)C)C1=CC=CC=C1)OC(C)C)C1CCCCC1 2-Dicyclohexylphosphino-2,6-diisopropoxybiphenyl